2-(6-aminospiro[3.3]heptan-2-yl)-N6-ethylnaphthalene-2,6-diamine NC1CC2(CC(C2)C2(CC3=CC=C(C=C3C=C2)NCC)N)C1